methyl rac-(2R,3S,4S,5R)-3-(3,4-difluoro-2-methoxy-phenyl)-4-ethyl-5-methyl-5-(trifluoromethyl)tetrahydrofuran-2-carboxylate FC=1C(=C(C=CC1F)[C@H]1[C@@H](O[C@]([C@H]1CC)(C(F)(F)F)C)C(=O)OC)OC |r|